CNC(=O)C=1C=CC2=C(OC[C@@H]3N2CCN(C3)C(=O)OCC3=CC=CC=C3)N1 benzyl (R)-8-(methylcarbamoyl)-1,2,4a,5-tetrahydropyrazino[1,2-d]pyrido[2,3-b][1,4]oxazine-3(4H)-carboxylate